4-(6-amino-5-(3-fluoro-4-((4-methylpyrimidin-2-yl)oxy)phenyl)pyrimidin-4-yl)piperidine NC1=C(C(=NC=N1)C1CCNCC1)C1=CC(=C(C=C1)OC1=NC=CC(=N1)C)F